The molecule is an organic sodium salt resulting from the replacement of the proton from the carboxy group of dodecanoic acid by a sodium ion. It has a role as a detergent. It contains a dodecanoate. CCCCCCCCCCCC(=O)[O-].[Na+]